2'-(piperidine-1-sulfonyl)-[1,1'-biphenyl]-2-ol N1(CCCCC1)S(=O)(=O)C1=C(C=CC=C1)C=1C(=CC=CC1)O